ClC=1C2=C(N=CN1)N(C=C2)[C@@H]2OC([C@H]([C@H]2O)O)=C (2R,3R,4S)-2-(4-chloro-7H-pyrrolo[2,3-d]pyrimidin-7-yl)-5-methylenetetrahydrofuran-3,4-diol